phenylacetamidophosphonate C1(=CC=CC=C1)CC(=O)NP([O-])([O-])=O